ClC=1C=CC(=C(C1)[C@H](CCN([C@H](C(=O)O)C1=C(C(=C(C=C1)F)C)C1CCN(CC1)CC(F)(F)F)C)CCN1CCCCC1)C (S)-2-(((S)-3-(5-chloro-2-methylphenyl)-5-(piperidin-1-yl)pentyl)(methyl)amino)-2-(4-fluoro-3-methyl-2-(1-(2,2,2-trifluoroethyl)piperidin-4-yl)phenyl)acetic acid